(azetidin-1-yl)-5-methoxypyrimidin-4-amine N1(CCC1)C1=NC=C(C(=N1)N)OC